2-(6-methylpyridin-2-yl)pyrimidin-4(3H)-one CC1=CC=CC(=N1)C1=NC=CC(N1)=O